(R)-2-((2-chloro-5-((difluoromethoxy)methyl)pyrimidin-4-yl)oxy)-1-fluoro-10-methyl-5,6,8,9,10,11-hexahydro-7H-pyrido[3',4':4,5]pyrrolo[2,3-f]isoquinolin-7-one ClC1=NC=C(C(=N1)OC=1N=CC=2CCC3=C(C2C1F)NC1=C3C(NC[C@H]1C)=O)COC(F)F